CON=C1C2=C(NC=N1)N(C=C2)[C@@H]2O[C@@H]([C@@]([C@H]2O)(C)O)COC2=CC=C1C=CC(=NC1=C2)N 7-((2R,3R,4S,5R)-5-(((2-aminoquinolin-7-yl)oxy)methyl)-3,4-dihydroxy-4-methyltetrahydrofuran-2-yl)-1H-pyrrolo[2,3-d]pyrimidin-4(7H)-one O-methyl oxime